C1(CC1)C=1C(=C(C(=C(C1C)C1=C(C(=CC=C1)F)C)F)CCC(=O)[O-])F 3-(5-cyclopropyl-2,3',4-trifluoro-2',6-dimethyl-[1,1'-biphenyl]-3-yl)propanoate